C(C)(C)C1=C(C=C(C=C1)C=1N=NC=2CCCCC2C1)OC 3-(4-isopropyl-3-methoxyphenyl)-5,6,7,8-tetrahydrocinnoline